(R)-2-amino-3-((tert-butoxycarbonyl)amino)propanoic acid N[C@@H](C(=O)O)CNC(=O)OC(C)(C)C